ClC=1N=NC(=CC1C1CCC2=CC=CC=C12)Cl 3,6-dichloro-4-(2,3-dihydro-1H-inden-1-yl)pyridazine